(1s,4s)-4-(4-(2-(3-(3-amino-6-(2-hydroxyphenyl)pyridazin-4-yl)-3,8-diazabicyclo[3.2.1]octan-8-yl)pyrimidin-5-yl)phenyl)cyclohexanecarboxylic acid NC=1N=NC(=CC1N1C[C@@H]2CCC(C1)N2C2=NC=C(C=N2)C2=CC=C(C=C2)C2CCC(CC2)C(=O)O)C2=C(C=CC=C2)O